Racemic-3-(isoquinolin-4-yl)-1-(2-methoxy-6-(trifluoromethyl)pyridin-3-yl)-2-oxoimidazolidine-4-carbonitrile C1=NC=C(C2=CC=CC=C12)N1C(N(C[C@@H]1C#N)C=1C(=NC(=CC1)C(F)(F)F)OC)=O |r|